(R)-7-chloro-N-(1-(3-(difluoro(1-isopropylpiperidin-4-yl)methyl)phenyl)ethyl)-6-(1-isopropylpiperidin-4-yl)-2-methylpyrido[2,3-d]pyrimidin-4-amine ClC=1C(=CC2=C(N=C(N=C2N[C@H](C)C2=CC(=CC=C2)C(C2CCN(CC2)C(C)C)(F)F)C)N1)C1CCN(CC1)C(C)C